[In].BrC=1C=CC(=C(C1)C1N(C=CC=C1)CC1=C(C=C(C=C1)OC)OC)CC(C)C 2-(5-bromo-2-isobutylphenyl)-N-(2,4-dimethoxybenzyl)pyridine indium